vinyl-bis(tetrahydroindenyl)zirconium dichloride [Cl-].[Cl-].C(=C)[Zr+2](C1CCC2CC=CC=C12)C1CCC2CC=CC=C12